BrC(=CC(C1=CC=CC=C1)C1=CC(=C(C(=C1)C(C)(C)C)O)C(C)(C)C)C1=CC=C(C=C1)OC 4-(3-bromo-3-(4-methoxyphenyl)-1-phenylallyl)-2,6-di-tert-butylphenol